C(C)(C)(C)[Si](OC1=C(C(=C(C(=C1)C)C(=O)O)O)C)(C1=CC=CC=C1)C1=CC=CC=C1 4-[tert-butylbis(phenyl)siloxy]-2-hydroxy-3,6-xylenecarboxylic acid